C(#N)C(NC(=O)[C@@H]1[C@H]2C([C@H]2CN1C([C@H](C(C)(C)C)NC(C(F)(F)F)=O)=O)(C)C)C1=CN=C2N1C(=CC=C2)C#C (1R,2S,5S)-N-[cyano-(5-ethynylimidazo[1,2-a]pyridin-3-yl)methyl]-3-[(2S)-3,3-dimethyl-2-[(2,2,2-trifluoroacetyl)amino]butanoyl]-6,6-dimethyl-3-azabicyclo[3.1.0]hexane-2-carboxamide